Dimethyl sulfoxide chloride [Cl-].CS(=O)C